C(=C)C1=CSC=C1C=C 3,4-divinylthiophene